3-sulfopropyl ether potassium salt [K+].S(=O)(=O)([O-])CCCOCCCS(=O)(=O)[O-].[K+]